CC1=CC=C(C=C1)S(=O)(=O)OC=1C=C(C=CC1C)NC(=O)NC1=CC(=C(C=C1)C)OS(=O)(=O)C1=CC=C(C)C=C1 N,N'-bis-[3-(p-toluenesulfonyloxy)-4-methylphenyl]urea